C(C)(C)(C)OC(=O)NCCCCCCCCCCN N-(t-butoxycarbonyl)-1,10-decanediamine